NC1=CC(=C(C=N1)N1C[C@H](N(CC1)C(=O)C1=NC=C(C(=C1)OC)OC1=CC=C(C=C1)F)CO)OC [(S)-4-(6-Amino-4-methoxy-pyridin-3-yl)-2-hydroxymethyl-piperazin-1-yl]-[5-(4-fluoro-phenoxy)-4-methoxy-pyridin-2-yl]-methanone